2-(3-(5-methylisoxazol-3-yl)-6-((6-(oxetan-3-yl)-5,6,7,8-tetrahydro-1,6-naphthyridin-2-yl)methoxy)-[1,2,4]triazolo[4,3-b]pyridazin-8-yl)propan-2-ol CC1=CC(=NO1)C1=NN=C2N1N=C(C=C2C(C)(C)O)OCC2=NC=1CCN(CC1C=C2)C2COC2